ClC=1C=C(C=CC1)C1=CC(=CC=C1)C1=CC=CC=2C3(C4=CC=CC=C4C12)C1=CC=CC=C1C=1C=CC=CC13 4-(3'-chloro-[1,1'-biphenyl]-3-yl)-9,9'-spirobi[fluorene]